4-amino-1-(2,6-dichloro-4-methoxyphenyl)-N-(5-((2S,4R)-4-methylazetidin-2-yl)pyridin-3-yl)-6-oxo-1,6-dihydropyrimidine-5-carboxamide formate C(=O)O.NC=1N=CN(C(C1C(=O)NC=1C=NC=C(C1)[C@H]1N[C@@H](C1)C)=O)C1=C(C=C(C=C1Cl)OC)Cl